CC(C)(C)OC(=O)N1C=CC2=CC(=C(C=C12)Br)CBr 6-bromo-5-(bromomethyl)indole-1-carboxylic acid-2-methylpropan-2-yl ester